C(C1=CC=CC=C1)C1C=NC(O1)=O 5-Benzyloxazolin-2-one